mono-methyl-pyrrolidone CN1C(CCC1)=O